N[C@@H](CCCN(CCO)CC)C (R)-2-[(4-aminopentyl)ethylamino]ethanol